3,7-Dibromo-5-fluoroquinoline 1-oxide BrC=1C=[N+](C2=CC(=CC(=C2C1)F)Br)[O-]